propylpiperidine bis(trifluoromethanesulfonyl)imide salt [N-](S(=O)(=O)C(F)(F)F)S(=O)(=O)C(F)(F)F.C(CC)N1CCCCC1